CC1(CCC1)CC(=O)NC(C(=O)O)CC 2-(2-(1-methylcyclobutyl)acetamido)butanoic acid